O1C(=NC2=C1C=CC=C2)C2(CCN(CC2)C2=C(C(N(C1=C(C=CC=C21)Cl)C)=O)C#N)C 4-[4-(1,3-benzoxazol-2-yl)-4-methylpiperidin-1-yl]-8-chloro-1-methyl-2-oxo-1,2-dihydroquinoline-3-carbonitrile